FC=1C(=CC=2C(C=3C(=NC(=C(N3)C#N)C#N)C2C1)=O)F 6,7-Difluoro-9-oxo-9H-indeno[1,2-b]pyrazine-2,3-dicarbonitrile